N-[4-(cyanomethoxy)-2,5-difluorophenyl]-6-(difluoromethyl)-1H-indole-3-sulphonamide C(#N)COC1=CC(=C(C=C1F)NS(=O)(=O)C1=CNC2=CC(=CC=C12)C(F)F)F